(1r,2R,3r,8S)-tert-butyl 4-(2-diazoacetyl)cubane-1-carboxylate [N+](=[N-])=CC(=O)C12C3C4C5(C(C14)C2C53)C(=O)OC(C)(C)C